FC1=C(C=CC(=C1F)C1CCC(CC1)C1CCC(CC1)CCC)C1=CC=C(C(=C1O)F)OC(F)(F)F 6-[2,3-Difluoro-4-[4-(4-propylcyclohexyl)cyclohexyl]phenyl]-2-fluoro-3-(trifluoromethoxy)phenol